NC=1C(=NC=C(N1)Br)/N=C(\C1=CC=CC=C1)/OCC ethyl (E)-N-(3-amino-5-bromopyrazin-2-yl)benzimidate